FC(C(=O)[O-])(F)F.OCC=1C=C(C=NC1)C1=C(C(=C(C=C1)S(=O)(=O)CC[NH3+])S(N)(=O)=O)C1=NN=NN1 2-((4-(5-(hydroxymethyl)pyridin-3-yl)-2-sulfamoyl-3-(1H-tetrazol-5-yl)phenyl)sulfonyl)ethanaminium 2,2,2-trifluoroacetate